N1=CC=C(C=C1)C#CCOC1=C(C=O)C=CC=C1 2-((3-(pyridin-4-yl)prop-2-yn-1-yl)oxy)benzaldehyde